CC1(C2=CC=CC=C2C=2C=CC(=CC12)NC1=CC=2C3(C=4OC=CC4C2C=C1)C1=CC=CC=C1C=1C=CC=CC13)C N-(9,9-dimethyl-9H-fluoren-2-yl)spiro[fluorene-9,8'-indeno[2,1-b]furan]-6'-amine